OC(CC1=CC=C(C=N1)C1=NN2C(N=CC=C2)=C1C(=O)OCC)(C)C Ethyl 2-[6-(2-hydroxy-2-methylpropyl) pyridin-3-yl]pyrazolo[1,5-a]pyrimidine-3-carboxylate